CN(C)CCC[Si](OCC)(OCC)OCC N,N-dimethylaminopropyltriethoxysilane